tert-butyl (2-(2-(2-((3,5-dimethyl-7-((5-methyl-4-(4,4,5,5-tetramethyl-1,3,2-dioxaborolan-2-yl)-1H-pyrazol-1-yl)methyl)adamantan-1-yl)oxy)ethoxy)ethoxy)ethyl)(methyl)carbamate CC12CC3(CC(CC(C1)(C3)C)(C2)CN2N=CC(=C2C)B2OC(C(O2)(C)C)(C)C)OCCOCCOCCN(C(OC(C)(C)C)=O)C